N1(CCC1)CCCON1C(=CC2=CC=CC=C12)C(=O)O 3-(azetidine-1-yl)propoxy-1H-indole-2-carboxylic acid